C1(C=CC2=CC=CC=C12)[Ru]Cl indenyl-ruthenium (II) Chloride